O=C1NC(CCC1N1C(C2=CC(=CC(=C2C1=O)F)CNC1=C(C=C(C(=C1)OC)NC1=NC=CC(=N1)C1=CN(C2=CC=CC=C12)C)[N+](=O)[O-])=O)=O 2-(2,6-dioxopiperidin-3-yl)-4-fluoro-6-(((5-methoxy-4-((4-(1-methyl-1H-indol-3-yl)pyrimidin-2-yl)amino)-2-nitrophenyl)amino)methyl)isoindoline-1,3-dione